BrC=1C=2N(C=C(C1)C(=O)OC)C=C(N2)C(F)F methyl 8-bromo-2-(difluoromethyl)imidazo[1,2-a]pyridine-6-carboxylate